ClC1=CC=C(C=C1)C12C(N(C(C2C1)=C)C1=CC=C(C=C1)OC)=O 1-(4-chlorophenyl)-3-(4-methoxyphenyl)-4-methylene-3-azabicyclo[3.1.0]hexan-2-one